(1R,4R)-4-((6-amino-4-(pyrrolidin-1-ylmethyl)pyridin-2-yl)amino)cyclohexan-1-ol NC1=CC(=CC(=N1)NC1CCC(CC1)O)CN1CCCC1